(S)-3-((3-(difluoromethyl)benzyl)amino)-4-oxo-4,6,7,8-tetrahydropyrrolo[1,2-a]pyrimidine-6-carboxylic acid FC(C=1C=C(CNC2=CN=C3N(C2=O)[C@@H](CC3)C(=O)O)C=CC1)F